trans-4-(N-fluorenylmethoxycarbonyl-aminomethyl)cyclohexanecarboxylic acid C1(=CC=CC=2C3=CC=CC=C3CC12)COC(=O)NC[C@@H]1CC[C@H](CC1)C(=O)O